(4-(1-(2,6-difluorophenyl)azetidin-3-yl)-2,6-dimethylbenzyl)piperidine-4-carboxylic acid FC1=C(C(=CC=C1)F)N1CC(C1)C1=CC(=C(CN2CCC(CC2)C(=O)O)C(=C1)C)C